CNCCCNC(=O)C=1C=C2C(=NNC2=CC1)C1=NC2=C(N1)C=C(C=C2)N2CCOCC2 N-(3-(methylamino)propyl)-3-(6-morpholino-1H-benzo[d]imidazol-2-yl)-1H-indazole-5-carboxamide